CCC(CCCCCO[Mg])CC di(2-ethyl)hexyloxymagnesium